(S)-1-(2-((S)-3-((8-Methoxyquinolin-3-yl)(methyl)amino)pyrrolidin-1-yl)Acetyl)pyrrolidine-2-carbonitrile COC=1C=CC=C2C=C(C=NC12)N([C@@H]1CN(CC1)CC(=O)N1[C@@H](CCC1)C#N)C